COC1=CC=C(CNC2=NC=NC(=C2C2=NC3(CO2)CN(CCC3)C(=O)OC(C)(C)C)NC3=CC(=C(C=C3)OC3=CC2=C(N(C=N2)C)C=C3)C)C=C1 tert-butyl 2-(4-((4-methoxybenzyl)amino)-6-((3-methyl-4-((1-methyl-1H-benzo[d]imidazol-5-yl)oxy)phenyl)amino)pyrimidin-5-yl)-3-oxa-1,7-diazaspiro[4.5]dec-1-ene-7-carboxylate